5-(3-cyano-6-(2-hydroxy-2-methylpropyloxy)pyrazolo[1,5-a]pyridin-4-ylpyridin-2-yl)-3,6-diazabicyclo[3.1.1]heptane-6-carboxylic acid tert-butyl ester C(C)(C)(C)OC(=O)N1C2(CNCC1C2)C2=NC=CC=C2C=2C=1N(C=C(C2)OCC(C)(C)O)N=CC1C#N